ethyl 3-(2,4-dichloropyrimidine-5-carboxamido)-4-methylbenzoate ClC1=NC=C(C(=N1)Cl)C(=O)NC=1C=C(C(=O)OCC)C=CC1C